COC1=CC=C(C=N1)C1CSC2=C(O1)C=CC=C2 2-(6-methoxypyridin-3-yl)-2,3-dihydrobenzo[b][1,4]oxathiin